(R)-N-(3-(1-((2-Amino-5-chloropyridin-3-yl)oxy)ethyl)phenyl)-1-methyl-2-oxoindolin-6-carboxamid NC1=NC=C(C=C1O[C@H](C)C=1C=C(C=CC1)NC(=O)C1=CC=C2CC(N(C2=C1)C)=O)Cl